Cl.BrCCN1CCOCC1 (2-bromoethyl)morpholine hydrochloride